Methyl (S)-4-(1-(1-(3-methoxybenzyl)-6-(trifluoromethyl)-2,3-dihydro-1H-imidazo[1,2-b]pyrazole-7-carboxamido)ethyl)benzoate COC=1C=C(CN2CCN3N=C(C(=C32)C(=O)N[C@@H](C)C3=CC=C(C(=O)OC)C=C3)C(F)(F)F)C=CC1